3,4,5-trifluorophenylzinc chloride [Cl-].FC=1C=C(C=C(C1F)F)[Zn+]